N-[2-(4-fluorophenyl)ethyl]-2-[1-[(4-methylphenyl)methyl]-5-oxopyrrolidin-2-yl]acetamid FC1=CC=C(C=C1)CCNC(CC1N(C(CC1)=O)CC1=CC=C(C=C1)C)=O